tetra-n-butylphosphonium hexafluorophosphate F[P-](F)(F)(F)(F)F.C(CCC)[P+](CCCC)(CCCC)CCCC